(2R,3S)-2-(3-(7-bromo-1H-benzo[d]imidazol-1-yl)propyl)piperidin-3-ol BrC1=CC=CC2=C1N(C=N2)CCC[C@H]2NCCC[C@@H]2O